C1=CC=CC=2C3=CC=CC=C3C(C12)COC(=O)NCC(=O)NCC(=O)OC(C)(C)C tert-butyl (((9H-fluoren-9-yl)methoxy)carbonyl)glycylglycinate